CNC(=O)C1=CC=C(C=N1)NC(O[C@@H](COC1=CC2=C(N=C(S2)C2=C3N=CC(=NC3=CC(=C2)C)OC)C=C1F)C)=O (R)-1-((5-fluoro-2-(2-methoxy-7-methylquinoxalin-5-yl)benzo[d]thiazol-6-yl)oxy)propan-2-yl (6-(methylcarbamoyl)pyridin-3-yl)carbamate